NC1=NC=CC=C1C1=NC=2C(=NC(=CC2)C2=C(C=CC=C2)Cl)N1C1=CC=C(C=C1)CO (4-(2-(2-aminopyridin-3-yl)-5-(2-chlorophenyl)-3H-imidazo[4,5-b]pyridin-3-yl)phenyl)methanol